ClC1=C(N(C(C2=C(C=CC=C12)C=1C(=NC=NC1)C(C)C)=O)C1=CC=CC=C1)[C@H](C)NC=1C2=C(N=CN1)NC=CC2=O (S)-4-((1-(4-chloro-8-(4-isopropylpyrimidin-5-yl)-1-oxo-2-phenyl-1,2-dihydroisoquinolin-3-yl)ethyl)amino)pyrido[2,3-d]pyrimidin-5(8H)-one